3-(isopropyl-(methyl)amino)-1-(4-(3-isopropyl-2-(8-methyltetrazolo[1,5-a]pyridin-6-yl)-1H-indol-5-yl)piperidin-1-yl)propan-1-one C(C)(C)N(CCC(=O)N1CCC(CC1)C=1C=C2C(=C(NC2=CC1)C=1C=C(C=2N(C1)N=NN2)C)C(C)C)C